N[C@H](CCC(C(F)(F)F)(C)C)C=1N=C2N(N=CC(=C2)[C@@H](COC)N2C(NCC(C2)(F)F)=O)C1 1-((S)-1-(2-((R)-1-amino-5,5,5-trifluoro-4,4-dimethylpentyl)imidazo[1,2-b]pyridazin-7-yl)-2-methoxyethyl)-5,5-difluorotetrahydropyrimidin-2(1H)-one